Cl.ClC=1C=C2C3=C(NC2=CC1)C(NCC3)CC(C(=O)N)C 3-(6-chloro-2,3,4,9-tetrahydro-1H-pyrido[3,4-b]indol-1-yl)-2-methylpropanamide hydrochloride